3-[4-[(6-bromo-4,5-dimethyl-benzotriazol-2-yl)methyl]phenyl]-5-(trifluoromethyl)-1,2,4-oxadiazole BrC=1C(=C(C=2C(=NN(N2)CC2=CC=C(C=C2)C2=NOC(=N2)C(F)(F)F)C1)C)C